1-ethyl-4-oxo-1,4-dihydroquinoline-3-carboxylic acid C(C)N1C=C(C(C2=CC=CC=C12)=O)C(=O)O